C(C1=CC=CC=C1)N1C[C@@H](N([C@H](C1)C)C(=O)OC(C)(C)C)COCC1=CC=CC=C1 Tert-butyl (2R,6S)-4-benzyl-2-((benzyloxy)methyl)-6-methylpiperazine-1-carboxylate